(Rac)-benzyl trans-4-allyl-3-azidopyrrolidine-3-carboxylate C(C=C)[C@H]1[C@](CNC1)(C(=O)OCC1=CC=CC=C1)N=[N+]=[N-] |r|